(R)-N-((5-cyclohexylpyridin-2-yl)methyl)-N-(4-(dimethylcarbamoyl)-3-hydroxyphenyl)-1-((perfluorophenyl)sulfonyl)azetidine-2-carboxamide (2,5-dioxopyrrolidin-1-yl)2-azidoacetate O=C1N(C(CC1)=O)C(C(=O)O)N=[N+]=[N-].C1(CCCCC1)C=1C=CC(=NC1)CN(C(=O)[C@@H]1N(CC1)S(=O)(=O)C1=C(C(=C(C(=C1F)F)F)F)F)C1=CC(=C(C=C1)C(N(C)C)=O)O